N-(6-aminopyridin-3-yl)methanesulfonamide tert-butyl-2-chloro-4-[[1-methyl-5-[1-pyrimidin-2-yl-3-(trifluoromethyl)pyrazol-4-yl]imidazole-2-carbonyl]amino]benzoate C(C)(C)(C)OC(C1=C(C=C(C=C1)NC(=O)C=1N(C(=CN1)C=1C(=NN(C1)C1=NC=CC=N1)C(F)(F)F)C)Cl)=O.NC1=CC=C(C=N1)NS(=O)(=O)C